8-chloro-4'-(dibenzothiophen-4-yl)-[1,1'-biphenyl] ClC=1C=CC2=C(C3=C(S2)C(=CC=C3)C3=CC=C(C=C3)C3=CC=CC=C3)C1